(S)-(7-((3,5-dimethylisoxazol-4-yl)methoxy)-5-methyl-4-oxo-2,3,4,5-tetrahydrobenzo[b][1,4]oxazepin-3-yl)carbamic acid tert-butyl ester C(C)(C)(C)OC(N[C@@H]1C(N(C2=C(OC1)C=CC(=C2)OCC=2C(=NOC2C)C)C)=O)=O